C(C)(C)(C)OC(=O)N1CCC(CC1)NC1=CC(=NC(=N1)Cl)C(=O)OC methyl 6-((1-t-butoxycarbonylpiperidin-4-yl)amino)-2-chloro-pyrimidine-4-carboxylate